C(C)OC(CC1=CC(=C(C=C1)Br)C)=O (4-bromo-3-methylphenyl)acetic acid ethyl ester